Methyl-2,3-dioxo-1-(4-phenyl-3,4-dihydro-2H-benzo[b][1,4]oxazin-6-yl)-1,2,3,4-tetrahydrothieno[2,3-b]pyrazine-6-carboxylate COC(=O)C1=CC2=C(NC(C(N2C2=CC3=C(OCCN3C3=CC=CC=C3)C=C2)=O)=O)S1